Cl.CN1N=CC(=C1)C=1C=C(C=2N(C1)N=CC2C#N)C2CNCC2 6-(1-methyl-1H-pyrazol-4-yl)-4-(pyrrolidine-3-yl)pyrazolo[1,5-a]Pyridine-3-carbonitrile hydrochloride